Cl.C(C(C)C)C1C(N=CN1)CC(C)C.[Na] sodium diisobutylimidazoline hydrochloride